2'-O-Methyl-Adenosine allyl-selenosulfate C(C=C)[SeH]=S(=O)(O)OC[C@@H]1[C@H]([C@H]([C@@H](O1)N1C=NC=2C(N)=NC=NC12)OC)O